C1(=CC=CC=C1)C1=CC=C(C=C1)C1=CC=CC=C1 para-ter-phenyl